2-(2H-1,2,3-triazol-2-yl)ethanone (4-((4-bromo-5-chloro-1-methyl-1H-pyrrolo[2,3-c]pyridin-2-yl)methyl)piperidin-3-yl)carbamate BrC1=C2C(=CN=C1Cl)N(C(=C2)CC2C(CNCC2)NC(O)=O)C.N=2N(N=CC2)CC=O